SCCC(=O)OCCOC(CCS)=O ethylene glycol bis-(3-mercaptopropionate)